C(C)(C)C1=NOC(=N1)C1CCN(CC1)C=1SC2=NC(=CC=C2N1)C1=CC=NC=C1 3-isopropyl-5-(1-(5-(pyridin-4-yl)thiazolo[5,4-b]pyridin-2-yl)piperidin-4-yl)-1,2,4-oxadiazole